tert-butyl (1-(4-((1-(6-formylpyridin-3-yl)-2-oxo-1,2-dihydropyrimidin-4-yl)carbamoyl)piperazin-1-yl)-2-methyl-1-oxopropan-2-yl)carbamate C(=O)C1=CC=C(C=N1)N1C(N=C(C=C1)NC(=O)N1CCN(CC1)C(C(C)(C)NC(OC(C)(C)C)=O)=O)=O